n-decyl isophthalate (n-nonyl isophthalate) C(CCCCCCCC)C1=C(C(=O)O)C=CC=C1C(=O)O.C(C1=CC(C(=O)O)=CC=C1)(=O)OCCCCCCCCCC